C[C@H](/C=C/[C@H](C)C(C)C)[C@H]1CCC2=C3C=CC4=CC(=O)CC[C@@]4([C@H]3CC[C@]12C)C The molecule is an ergostanoid that is (22E)-ergosta-4,6,8(14),22-tetraene substituted by an oxo group at position 3. It has been isolated from the mycelia of Cordyceps sinensis. It has a role as a fungal metabolite. It is an ergostanoid and a 3-oxo-Delta(4) steroid.